6-(1-(p-tolylimino)ethyl)pyridin-2-amine C1(=CC=C(C=C1)N=C(C)C1=CC=CC(=N1)N)C